CCCCN(CCCC)C1=CC=C(C=C1)/C=C/C=C/C=C/C2=CC=[N+](C=C2)CCC[N+](CC)(CC)CC.[Br-].[Br-] The molecule is a quaternary ammonium salt A liphophilic dye consisting of a dication that is N,N-dibutyl-4-[6-(pyridin-4-yl)hexa-1,3,5-trien-1-yl]aniline in which the nitrogen of the pyridine moiety is substituted by a 3-(triethylammonio)propyl group and two bromide ions. It is used to selectively stain yeast vacuolar membranes with red fluorescence. It has a role as a fluorochrome. It is an organic bromide salt and a quaternary ammonium salt. It contains a FM 4-64(2+).